2-fluoro-N-methyl-4,5,6,7-tetrahydrobenzothiophen-6-amine hydrochloride Cl.FC=1SC2=C(C1)CCC(C2)NC